C1CC=CC=C1 trans-1,2-Dihydrobenzene